FC(CN1C=NC(=C1C=1C=CC=2N(N1)C(=CN2)C#N)C2=C(C=CC=C2)C(F)(F)F)F 6-(1-(2,2-difluoroethyl)-4-(2-(trifluoromethyl)phenyl)-1H-imidazol-5-yl)imidazo[1,2-b]pyridazine-3-carbonitrile